ClC=1C=NC(=NC1)[C@H]([C@H](C)S(=O)(=O)NC1=NN=C(N1C=1C(=NC=NC1OC)OC)COC(F)F)OC (1R,2S)-1-(5-chloropyrimidin-2-yl)-N-(5-((difluoromethoxy)methyl)-4-(4,6-dimethoxypyrimidin-5-yl)-4H-1,2,4-triazol-3-yl)-1-methoxypropane-2-sulfonamide